CCCCCCC=CC=C(C=C)O dodecatrien-3-ol